(5-amino-7-bromo-2,3-dimethylindazol-6-yl)(2-chloro-5-fluorophenyl)methanone NC1=CC2=C(N(N=C2C(=C1C(=O)C1=C(C=CC(=C1)F)Cl)Br)C)C